(2-dimethylaminopropyl)trimethoxysilane CN(C(C[Si](OC)(OC)OC)C)C